(1R,3S)-N3-{[4-(2,3-dihydro-1H-indol-1-yl)phenyl]methyl}-N1-methyl-N1-[6-(2,2,2-trifluoroethyl)thieno[2,3-d]pyrimidin-4-yl]cyclopentane-1,3-diamine hydrochloride Cl.N1(CCC2=CC=CC=C12)C1=CC=C(C=C1)CN[C@@H]1C[C@@H](CC1)N(C=1C2=C(N=CN1)SC(=C2)CC(F)(F)F)C